(R)-4-(4-((1-(3-((1-allylpiperidin-4-yl)difluoromethyl)phenyl)ethyl)amino)-8-(hex-5-en-1-yl)-7-oxo-7,8-dihydropyrido[2,3-d]pyrimidin-6-yl)tetrahydro-2H-pyran-4-carbonitrile C(C=C)N1CCC(CC1)C(C=1C=C(C=CC1)[C@@H](C)NC=1C2=C(N=CN1)N(C(C(=C2)C2(CCOCC2)C#N)=O)CCCCC=C)(F)F